C12(CC(C1)C2)N2C(C(N(C=C2)CC2=NOC(=C2)C2=CC=CC=C2)=O)=O 1-(bicyclo[1.1.1]pentan-1-yl)-4-((5-phenylisoxazol-3-yl)methyl)-1,4-dihydropyrazine-2,3-dione